Phenylzinc C1(=CC=CC=C1)[Zn]